2-((4-chlorophenyl)sulfinyl)-1-(4-(5-(trifluoromethyl)-1,2,4-oxadiazol-3-yl)phenyl)ethan-1-one ClC1=CC=C(C=C1)S(=O)CC(=O)C1=CC=C(C=C1)C1=NOC(=N1)C(F)(F)F